ClC1=C(N=C(N(C1=O)C1=CC(=NC=C1C)N1N=C(C=C1)C(C)(C)NC(C)=O)C)OC([2H])([2H])C1=C(C=C(C=C1)F)F (R)-N-(2-(1-(4-(5-chloro-4-((2,4-difluorophenyl)methoxy-d2)-2-methyl-6-pyrimidinone-1(6H)-yl)-5-methylpyridin-2-yl)-1H-pyrazol-3-yl)propan-2-yl)acetamide